ClC=1C=C(C=CC1Cl)[C@H]([C@@H]1[C@H]([C@H]([C@@H](C1)N1C=CC\2=C1NC=N/C2=N/O)O)O)O (E)-7-((1R,2S,3R,4R)-4-((S)-(3,4-dichlorophenyl)(hydroxy)methyl)-2,3-dihydroxycyclopentyl)-1,7-dihydro-4H-pyrrolo[2,3-d]pyrimidin-4-one oxime